tert-butyl N-[(2S)-1-{7-bromo-2-chloro-4-methanesulfonylfuro[3,2-d]pyrimidin-6-yl}-1,1-difluoropropan-2-yl]carbamate BrC1=C(OC2=C1N=C(N=C2S(=O)(=O)C)Cl)C([C@H](C)NC(OC(C)(C)C)=O)(F)F